COC1=C(C=CC=C1)NC1=NC=C(C(=N1)NC1=CC=CC=C1)C(=O)N 2-[(2-methoxyphenyl)amino]-4-(phenylamino)pyrimidine-5-carboxamide